3-(3-bromobenzyl)-6-(4-fluorobenzyl)-2,3,4,6-tetrahydropyrido[3,4-c][1,8]naphthyridine-5(1H)-one BrC=1C=C(CN2CC=3C(N(C=4N=CC=CC4C3CC2)CC2=CC=C(C=C2)F)=O)C=CC1